3-bromo-7-ethyl-6,7-dihydro-[1,2,4]triazolo[4,3-a]pyrazin-8(5H)-one BrC1=NN=C2N1CCN(C2=O)CC